N1=C(C=CC=C1)CN1N=C2C3=C(CC4(C2=C1)CCC4)OC(=C3C(F)(F)F)C(=O)O 2'-[(pyridin-2-yl)methyl]-8'-(trifluoromethyl)-2',5'-dihydrospiro[cyclobutane-1,4'-furo[2,3-g]indazole]-7'-carboxylic acid